(2R,11aR)-6-((S)-sec-Butoxy)-2-hydroxy-8-methyl-2,3,11,11a-tetrahydro-1H,5H-benzo[f]pyrrolo[2,1-c][1,4]oxazepin-5-one [C@H](C)(CC)OC1=CC(=CC2=C1C(N1[C@@H](CO2)C[C@H](C1)O)=O)C